1-Butyl-2,3-Dimethylimidazol chlorid [Cl-].C(CCC)N1C(N(C=C1)C)C